NC=1C(=CC(=C2C(NC(C12)=O)(O)C1=C(C=C(C=C1)F)Cl)NC(C1=CC(=CC(=C1)F)C(F)(F)F)=O)CNCC(F)F N-[7-amino-3-(2-chloro-4-fluorophenyl)-6-{[(2,2-difluoroethyl)amino]methyl}-3-hydroxy-1-oxo-2,3-dihydro-1H-isoindol-4-yl]-5-fluoro-3-(trifluoromethyl)benzamide